1-(1Z-octadecenyl)-2-(8Z,11Z,14Z-eicosatrienoyl)-glycero-3-phosphoserine CCCCCCCCCCCCCCCC/C=C\OC[C@H](COP(=O)(O)OC[C@@H](C(=O)O)N)OC(=O)CCCCCC/C=C\C/C=C\C/C=C\CCCCC